7-bromo-5-iodo-1,3-benzothiazol-4-amine BrC=1C=C(C(=C2N=CSC21)N)I